FC(C1=CC=C(C=C1)C=1C=2N(C=C(N1)C1CN(C1)C(C=C)=O)C=CN2)(F)F 1-(3-(8-(4-(trifluoromethyl)phenyl)imidazo[1,2-a]pyrazin-6-yl)azetidin-1-yl)prop-2-en-1-one